isopropyl (3-(3,3-difluorocyclobutyl)-1-methyl-4-(1-methylcyclobutyl)-1H-pyrazol-5-yl)carbamate FC1(CC(C1)C1=NN(C(=C1C1(CCC1)C)NC(OC(C)C)=O)C)F